(1S,3R)-3-(1-(tert-butyl)-5-((2-(methoxymethyl)pyrazolo[1,5-a]pyrazin-4-yl)amino)-1H-pyrazol-3-yl)cyclopentyl isopropylcarbamate C(C)(C)NC(O[C@@H]1C[C@@H](CC1)C1=NN(C(=C1)NC=1C=2N(C=CN1)N=C(C2)COC)C(C)(C)C)=O